2-[(3-fluoro-6-methoxy-5-nitro-2-pyridyl)oxy]acetonitrile FC=1C(=NC(=C(C1)[N+](=O)[O-])OC)OCC#N